C(C)[P+](CCOC)(CC)CC triethyl(2-methoxyethyl)-phosphonium